C(C1=CC=CC=C1)(=O)OOC(C1=CC=CC=C1)=O Di-Benzoyl peroxide